2-{7-[(1r,2s,3s,5s)-2-fluoro-1,5-dimethyl-8-azabicyclo[3.2.1]oct-3-yl]-7H-pyrrolo[2,3-c]pyridazin-3-yl}-5-(1H-1,2,3-triazol-1-yl)phenol F[C@@H]1[C@]2(CC[C@@](C[C@@H]1N1C=CC3=C1N=NC(=C3)C3=C(C=C(C=C3)N3N=NC=C3)O)(N2)C)C